3-(1-{[(1R)-2,2-Difluorocyclopropyl]methyl}-1H-pyrazol-4-yl)-8-methoxy-2-(trifluoromethyl)-4H-pyrido[1,2-a]pyrimidin-4-one FC1([C@H](C1)CN1N=CC(=C1)C1=C(N=C2N(C1=O)C=CC(=C2)OC)C(F)(F)F)F